BrCCCC1C2C=CC(C1)C2 5-(3-bromopropyl)bicyclo[2.2.1]Hept-2-ene